propyleneglycol monoallyl ether C(C=C)OCC(C)O